FC=1C=C(C=C(C1CN1CC(N(C=2C=NC=3N=C(C=CC3C21)OC)CC(F)(F)F)=O)F)S(=O)(=O)N 3,5-difluoro-4-((8-methoxy-3-oxo-4-(2,2,2-trifluoroethyl)-3,4-dihydropyrazino[2,3-c][1,8]naphthyridine-1(2H)-yl)methyl)benzenesulfonamide